(2-Chloro-4-fluoro-phenyl)-[8-(2,3-dihydrobenzofuran-7-yl)-3,8-diazabicyclo[3.2.1]octane-3-yl]methanone ClC1=C(C=CC(=C1)F)C(=O)N1CC2CCC(C1)N2C2=CC=CC=1CCOC12